C(#CCCCCCCCCCC)C1C(=O)OC(C1)=O dodecynyl-succinic anhydride